C(=O)O.ClC=1C=NN2C1C1=C(CCC2)OC(=C1)C(=O)N[C@@H]1CNCC[C@H]1C1=CC(=C(C=C1)F)F 1-chloro-N-((3S,4S)-4-(3,4-difluorophenyl)piperidin-3-yl)-6,7-dihydro-5H-furo[3,2-c]pyrazolo[1,5-a]azepine-9-carboxamide formate salt